C(OC(C)C)(OCCCC(F)(F)F)=O isopropyl (4,4,4-trifluorobutyl) carbonate